C(C)(C)(C)OC(=O)N1CC(C1)(C1=CC=C(C=C1)C(F)(F)F)O 3-hydroxy-3-(4-(trifluoromethyl)phenyl)azetidine-1-carboxylic acid tert-butyl ester